BrC(CC=C(F)F)(F)F 4-bromo-1,1,4,4-tetrafluorobut-1-ene